CC1=CC=C(C=C1)S(=O)(=O)OC1CC2(C1)CCOCC2 7-oxaspiro[3.5]non-2-yl 4-methylbenzenesulfonate